C1(=CC=C(C=C1)C(=O)C(C(C(=O)O)(O)C(=O)C1=CC=C(C=C1)C)(O)C(=O)O)C di(p-toluoyl)tartaric acid